N[C@H]1CN(C[C@H]1C)C1=C2C=NN(C2=CC=C1NC(=O)C1=NN(C(C=C1)=O)C1=C(C=CC=C1F)F)C1CC1 N-[4-[(3R,4R)-3-amino-4-methyl-pyrrolidin-1-yl]-1-cyclopropyl-indazol-5-yl]-1-(2,6-difluorophenyl)-6-oxo-pyridazine-3-carboxamide